2-{[4-(4-methylpiperazin-1-yl)phenyl]amino}-8-(1-methylpyrrolidin-3-yl)-5-[2-(triisopropylsilyl)ethynyl]pyrido[2,3-d]pyrimidin-7-one CN1CCN(CC1)C1=CC=C(C=C1)NC=1N=CC2=C(N1)N(C(C=C2C#C[Si](C(C)C)(C(C)C)C(C)C)=O)C2CN(CC2)C